1-(6-(1,3-dimethyl-1H-pyrazol-5-yl)-5-fluoropyridin-2-yl)piperazine CN1N=C(C=C1C1=C(C=CC(=N1)N1CCNCC1)F)C